methyl (2S)-6-(tert-butoxycarbonylamino)-2-[[trans-4-[methyl-[4-(methylsulfamoylmethyl)cyclohexyl]amino]pyrrolo[2,3-d]pyrimidine-7-carbonyl]amino]hexanoate C(C)(C)(C)OC(=O)NCCCC[C@@H](C(=O)OC)NC(=O)N1C=CC2=C1N=CN=C2N([C@@H]2CC[C@H](CC2)CS(NC)(=O)=O)C